tetraphenyl-1,2-ethylenediamine C1(=CC=CC=C1)N(CCN(C1=CC=CC=C1)C1=CC=CC=C1)C1=CC=CC=C1